dimethyl-diphenyl-methanol COC(C1=CC=CC=C1)(C1=CC=CC=C1)C